C1(=CC=CC=C1)P(C1=CC=CC=C1)CC=1N(C2=CC=CC=C2C1[C@H](CC)N[S@](=O)C(C)(C)C)S(=O)(=O)C1=CC=CC=C1 (R)-N-((S)-1-(2-((diphenylphosphanyl)methyl)-1-(phenylsulfonyl)-1H-indol-3-yl)propyl)-2-methylpropane-2-sulfinamide